C(C)(C)(C)OC(=O)N[C@@H](CC(N)=O)C(=O)N1[C@@H](CCC1)C(=O)N[C@@H](C(C)C)C(=O)NC1=NC=2C=CC=CC2C2=C1N=C(N2CC(C)(C)O)COCC N2-(tert-butoxycarbonyl)-L-asparaginyl-L-prolyl-N-[2-(ethoxymethyl)-1-(2-hydroxy-2-methylpropyl)-1H-imidazo[4,5-c]quinolin-4-yl]-L-valinamide